ClC1=CC(=C(C=C1)C=1C=NC=2N(N1)C=C(N2)COC2=NC=CC=C2)C 2-(4-chloro-2-methyl-phenyl)-6-(2-pyridyloxymethyl)imidazo[1,2-b][1,2,4]triazine